C(C)S(=O)(=O)N1CCN(C2=CC=C(C=C12)C=1C=NN(C1)C)C1=C2C=C(C(N(C2=CC=C1)C)=O)C 5-(4-(ethylsulfonyl)-6-(1-methyl-1H-pyrazol-4-yl)-3,4-dihydroquinoxalin-1(2H)-yl)-1,3-dimethylquinolin-2(1H)-one